6,7-dihydro-5H-cyclopenta[B]pyridine nitrogen [N].N1=C2C(=CC=C1)CCC2